ClC=1C=CC=C2C=CC=C(C12)N1CC=2N=C(N=C(C2C1)N1CCNCC1)OC[C@H]1N(CCC1)C (S)-6-(8-chloronaphthalen-1-yl)-2-((1-methylpyrrolidin-2-yl)methoxy)-4-(piperazin-1-yl)-6,7-dihydro-5H-pyrrolo[3,4-d]pyrimidine